[Si](C)(C)(C(C)(C)C)OCCCO 3-((tert-butyldimethylsilyl)oxy)propane-1-ol